O[C@@H]1CN(CC1)C1=CC(=NC(=N1)C=1C=NC=CC1)C1=CC=C(C=C1)NCC(=O)OC methyl (S)-(4-(6-(3-hydroxypyrrolidin-1-yl)-2-(pyridin-3-yl)pyrimidin-4-yl)phenyl)glycinate